[Si](C)(C)(C(C)(C)C)O[C@H]1[C@H]([C@@H](O[C@@H]1COP1(SCCS1)=S)N1C(NC(C=C1)=O)=O)F 1-((2R,3R,4R,5R)-4-((tert-butyldimethylsilyl)oxy)-3-fluoro-5-(((2-sulfido-1,3,2-dithiaphospholan-2-yl)oxy)methyl)tetrahydrofuran-2-yl)pyrimidine-2,4(1H,3H)-dione